2-decanamido-3-hydroxybutyric acid C(CCCCCCCCC)(=O)NC(C(=O)O)C(C)O